S1C(=NC2=C1C=CC=C2)C(CC2=CC(=CC=C2)C#N)NS(=O)(=O)C=2C=C(C=CC2)NC(=O)C2=NNC(=C2)C(C)C N-[3-[[1-(1,3-benzothiazol-2-yl)-2-(3-cyanophenyl)ethyl]sulfamoyl]phenyl]-5-isopropyl-1H-pyrazole-3-carboxamide